BrC1=C(NC)C(=CC(=C1)C)[N+](=O)[O-] 2-Bromo-N,4-dimethyl-6-nitro-aniline